C(C)(C)(C)OC(=O)N1CC(OCC1(C)C)C1=CC(=C(C=C1)NCC=C(C)C)I 2-(3-iodo-4-((3-methylbut-2-en-1-yl)amino)phenyl)-5,5-dimethylmorpholine-4-carboxylic acid tert-butyl ester